3-(3-aminoazepane-1-carbonyl)-1-(4-(tert-butyl-2-fluorophenyl)-1H-pyrazole-5-yl)-2-fluorobenzonitrile NC1CN(CCCC1)C(=O)C=1C(C(C#N)(C=CC1)C1=C(C=NN1)C1=C(C(=CC=C1)C(C)(C)C)F)F